ClC1=C(C(=CC(=C1)F)Cl)NC=1N(C2=NC(=NC=C2N1)N[C@H]1C[C@@H](CCC1)O)C1CCC(CC1)C(=O)N (1S,4s)-4-(8-(2,6-dichloro-4-fluorophenylamino)-2-((1R,3R)-3-hydroxycyclohexylamino)-9H-purin-9-yl)cyclohexanecarboxamide